ClC1=C(C=CC=C1)CC(=O)NC1=CC(=C(C=C1)C=1C=NC(=NC1)C1CC1)S(N)(=O)=O 2-(2-chlorophenyl)-N-[4-(2-Cyclopropylpyrimidin-5-yl)-3-sulfamoylphenyl]Acetamide